S(C)(=O)(=O)O.FC=1C=CC(=NC1)NC(C)=O N-(5-fluoropyridin-2-yl)acetamide mesylate salt